L-alanyL-glutamine N[C@@H](C)C(=O)N[C@@H](CCC(N)=O)C(=O)O